1-isocyanato-1-[(1-isocyanatocyclohexyl)methyl]cyclohexane N(=C=O)C1(CCCCC1)CC1(CCCCC1)N=C=O